BrC=1C=C(C=CC1F)N1C(=NOC1=O)C=1C(=NON1)C(=O)NCCNS(N)(=O)=O 4-(4-(3-bromo-4-fluorophenyl)-5-oxo-4,5-dihydro-1,2,4-oxadiazol-3-yl)-N-(2-((sulfamoyl)amino)ethyl)-1,2,5-oxadiazol-3-carboxamide